4-(4-((tert-butyldimethylsilyloxy)methyl)piperidine-1-yl)aniline [Si](C)(C)(C(C)(C)C)OCC1CCN(CC1)C1=CC=C(N)C=C1